The molecule is a ribonucleoside monophosphate that is tubercidin with a phosphate group replacing the hydrogen on the 5'-hydroxy group. It has a role as a metabolite. It derives from a tubercidin. C1=CN(C2=NC=NC(=C21)N)[C@H]3[C@@H]([C@@H]([C@H](O3)COP(=O)(O)O)O)O